2-ethylsulfanyl-8-[(1R)-1-[[2-(2-fluorophenyl)-3-pyridyl]amino]ethyl]-3,6-dimethyl-benzopyran-4-one C(C)SC=1OC2=C(C(C1C)=O)C=C(C=C2[C@@H](C)NC=2C(=NC=CC2)C2=C(C=CC=C2)F)C